N1(CCNCC1)C=1C=NC=NC1 5-(piperazine-1-yl)pyrimidine